Cyclobutyl(4-((4-methoxypyridin-3-yl)(4-(trifluoromethyl)phenyl)amino)piperidin-1-yl)methanone C1(CCC1)C(=O)N1CCC(CC1)N(C1=CC=C(C=C1)C(F)(F)F)C=1C=NC=CC1OC